3-((4-(5-chloro-3-methyl-2-(morpholin-2-ylmethyl)phenyl)pyrrolo[2,1-f][1,2,4]triazin-6-yl)methyl)-1-(2,2,2-trifluoroethyl)pyrimidine-2,4(1H,3H)-dione ClC=1C=C(C(=C(C1)C1=NC=NN2C1=CC(=C2)CN2C(N(C=CC2=O)CC(F)(F)F)=O)CC2CNCCO2)C